9-(3,3-Dimethyl-but-1-ynyl)-2-([1,4]dioxan-2-ylmethoxy)-6,7-dihydro-pyrimido[6,1-a]isoquinolin-4-one CC(C#CC=1C=C2CCN3C(C2=CC1)=CC(=NC3=O)OCC3OCCOC3)(C)C